[N+](=[N-])=C(C(C(C)(C)C)=O)S(=O)(=O)C1=CC=C(C)C=C1 1-diazo-1-(p-toluenesulfonyl)-3,3-dimethyl-2-butanone